C(=O)(OCC1=CC=CC=C1)N1[C@@H](CCC1)CO Cbz-L-prolinol